t-butanesulfenamide C(C)(C)(C)SN